4-(trifluoromethyl)-8-(1-((2-(trimethylsilyl)ethoxy)methyl)-1H-pyrazol-4-yl)-3,4-dihydro-1H,6H-pyrano[4,3-b]thieno[3,2-d]pyran-6-one FC(C1COCC2=C1OC(C1=C2C=C(S1)C=1C=NN(C1)COCC[Si](C)(C)C)=O)(F)F